C(N)(=N)C1=CC(=C(C=C1)C(C)(C)OCCNC(OC)=O)C methyl (2-((2-(4-carbamimidoyl-2-methylphenyl)propan-2-yl)oxy)ethyl)carbamate